(S)-2-(((3'-(3-aminothiophen-2-yl)-[1,1'-biphenyl]-4-yl)methyl)-(methyl)amino)-N-methyl-2-phenylacetamide NC1=C(SC=C1)C=1C=C(C=CC1)C1=CC=C(C=C1)CN([C@H](C(=O)NC)C1=CC=CC=C1)C